Dioxotetrahydropteridine O=C1NC(NC2=NC=CN=C12)=O